2-(4-{[(3S,5S)-5-fluoro-1-methylpiperidin-3-yl]amino}pyrido[3,4-d]pyridazin-1-yl)-5-(trifluoromethyl)phenol F[C@H]1C[C@@H](CN(C1)C)NC=1N=NC(=C2C1C=NC=C2)C2=C(C=C(C=C2)C(F)(F)F)O